C1(=C(C(=CC2=CC(=CC=C12)C(=O)O)C(=O)O)C(=O)O)C(=O)O 1,2,3,6-naphthalenetetracarboxylic acid